C(C)(C)(C)C1=C(C=C(C=C1)NC([C@@H](C1=CC=C(C=C1)C(C)(C)O)NC(=O)[C@@H]1CNC(C1)=O)=O)F (3S)-N-((1R)-2-((4-tert-butyl-3-fluorophenyl)amino)-1-(4-(2-hydroxypropan-2-yl)phenyl)-2-oxoethyl)-5-oxopyrrolidine-3-carboxamide